(R or S)-4-((5-chloro-6-(2-hydroxy-4-(trifluoromethyl)phenyl)-2H-pyrazolo[3,4-b]pyridin-2-yl)methyl)-1-ethylpyrrolidin-2-one ClC1=CC=2C(N=C1C1=C(C=C(C=C1)C(F)(F)F)O)=NN(C2)C[C@@H]2CC(N(C2)CC)=O |o1:22|